ClC1=CC=C(C=C1)C(C(F)(F)F)N(S(=O)(=O)C1=CN=C2N1C=CC=N2)C N-(1-(4-chlorophenyl)-2,2,2-trifluoroethyl)-N-methylimidazo[1,2-a]pyrimidine-3-sulfonamide